CNC(=O)C=1N=NC=CC1NC1=CC=CC2=C1OCC1=C2N(N=C1)C N-methyl-4-((1-methyl-1,4-dihydrochromeno[4,3-c]pyrazol-6-yl)amino)pyridazine-3-carboxamide